5-(3-methyl-2,3,4,5-tetrahydropyridin-6-yl)pyridin-2-amine CC1CN=C(CC1)C=1C=CC(=NC1)N